N-(5,6-Dimethoxy-benzothiazol-2-yl)-2-(4-ethanesulfonyl-phenyl)-4-methoxy-butyramide COC=1C(=CC2=C(N=C(S2)NC(C(CCOC)C2=CC=C(C=C2)S(=O)(=O)CC)=O)C1)OC